((2R,3S,5R)-3-((4-chlorobenzoyl)oxy)-5-(8-oxo-7,8-dihydro-[1,2,4]triazolo[4,3-a]pyrazin-3-yl)tetrahydrofuran-2-yl)methyl 4-chlorobenzoate ClC1=CC=C(C(=O)OC[C@H]2O[C@H](C[C@@H]2OC(C2=CC=C(C=C2)Cl)=O)C2=NN=C3N2C=CNC3=O)C=C1